COC(=O)C1=CN(C2=CC(=C(C=C2C1=O)F)N1C[C@H](CC1)CNC([C@@H](NC([C@@H](NC(OC(C)(C)C)=O)CC(C)C)=O)C)=O)C1CC1 1-cyclopropyl-6-fluoro-7-((R)-3-((4S,7S)-7-isobutyl-4,11,11-trimethyl-3,6,9-trioxo-10-oxa-2,5,8-triazadodecyl)pyrrolidin-1-yl)-4-oxo-1,4-dihydroquinoline-3-carboxylic acid methyl ester